N-(2,2-difluoroethyl)-6-(5-(3-methyl-3,8-diazabicyclo[3.2.1]octane-8-carbonyl)-1H-pyrrolo[2,3-b]pyridin-3-yl)imidazo[1,2-a]pyridine-3-carboxamide FC(CNC(=O)C1=CN=C2N1C=C(C=C2)C2=CNC1=NC=C(C=C12)C(=O)N1C2CN(CC1CC2)C)F